N1C(=NC2=NC=CC=C21)NN {1H-imidazo[4,5-b]pyridin-2-yl}hydrazine